Cyclopenta[4,5]Thieno[2,3-d]Thiophene S1CC=C2C1=C1C(S2)=CC=C1